(2R)-1-({8-[(3β)-cholest-5-en-3-yloxy]octyl}oxy)-N,N-dimethyl-3-(pentyloxy)propan-2-amine CC(C)CCC[C@@H](C)[C@H]1CC[C@H]2[C@@H]3CC=C4C[C@H](CC[C@]4(C)[C@H]3CC[C@]12C)OCCCCCCCCOC[C@@H](COCCCCC)N(C)C